C1(CC1)N1N=CC(=C1)C1=NC=CC(=N1)C(=O)N 2-(1-cyclopropylpyrazol-4-yl)pyrimidine-4-carboxamide